C1(CCC1)C(=O)OCOC1=NC2=CC(=CC=C2C=C1)OCCCCN1CCN(CC1)C1=CC=CC=2SC=CC21 (7-(4-(4-(benzo[b]thiophen-4-yl)piperazin-1-yl)butoxy)quinolin-2-yloxy)methyl cyclobutanecarboxylate